triphenyl-[(E)-prop-1-enyl]phosphonium [3-[3-[3-[tert-butyl(diphenyl)silyl]oxypropanoylamino]pyrazol-1-yl]-7-oxo-1,6-diazabicyclo[3.2.1]oct-3-en-6-yl]sulfate [Si](C1=CC=CC=C1)(C1=CC=CC=C1)(C(C)(C)C)OCCC(=O)NC1=NN(C=C1)C=1CN2C(N(C(C1)C2)OS(=O)(=O)[O-])=O.C2(=CC=CC=C2)[P+](\C=C\C)(C2=CC=CC=C2)C2=CC=CC=C2